C1[C@H](O)[C@@H](O)[C@H](O1)[C@H](O)CO 1,4-Anhydro-sorbitol